1-(2-Fluorophenyl)-5-methyl-N-(quinolin-2-yl)-1H-pyrazole-4-carboxamide FC1=C(C=CC=C1)N1N=CC(=C1C)C(=O)NC1=NC2=CC=CC=C2C=C1